ClC1=NC=C(C=C1NC(OC(C)(C)C)=O)C tert-butyl (2-chloro-5-methylpyridin-3-yl)carbamate